CN(C1=CC=C(C=N1)OB(O)O)C [6-(dimethylamino)-3-pyridinyl]Boric acid